C(=O)[C@@H]1[C@](CC1)(C(=O)OC)C (1S,2S)-METHYL 2-FORMYL-1-METHYLCYCLOBUTANECARBOXYLATE